CC=1C=C(C=NC1C)NC(O[C@H](C)[C@H](C)OC1=CC2=C(N=C(S2)C=2C=C(C=C3C=C(C=NC23)OC)Cl)C=C1F)=O (2R,3S)-3-((2-(6-chloro-3-methoxyquinolin-8-yl)-5-fluorobenzo[d]thiazol-6-yl)oxy)butan-2-yl (5,6-dimethylpyridin-3-yl)carbamate